C(C)(C)(C)OC([C@@H]([C@H](C(=O)O)OC(C1=CC=CC=C1)=O)OC(C1=CC=CC=C1)=O)=O (2R,3R)-2,3-bis(benzoyloxy)succinic acid tert-butyl ester